N-[(2S)-1-({(1S)-1-cyano-2-[(3S)-2-oxopyrrolidin-3-yl]ethyl}amino)-4,4-dimethyl-1-oxopentan-2-yl]-6-(diethylamino)-1H-indole-2-carboxamide C(#N)[C@H](C[C@H]1C(NCC1)=O)NC([C@H](CC(C)(C)C)NC(=O)C=1NC2=CC(=CC=C2C1)N(CC)CC)=O